20,22-dihydroxycholesterol O[C@](C(CCC(C)C)O)(C)[C@H]1CC[C@H]2[C@@H]3CC=C4C[C@@H](O)CC[C@]4(C)[C@H]3CC[C@]12C